Hydroxypropylmethacryloyldihydrogenphosphat OCCCOP(=O)(OC(C(=C)C)=O)[O-]